C1(CC1)N(C(COC1=CC=C(C=C1)C)=O)CC=1SC=CC1 N-cyclopropyl-N-(thiophen-2-ylmethyl)-2-(p-tolyloxy)acetamide